diethyl-((7-methoxybenzo[d][1,3]dioxol-5-yl) methyl) malonate C(CC(=O)[O-])(=O)OC(C1=CC2=C(OCO2)C(=C1)OC)(CC)CC